CN1C(C=2C=CC3=C4C2C(C1=O)=CC=C4C=4C=1C2=C(C(N(C(C2=CC4)=O)C)=O)C=CC31)=O 2,9-dimethyl-anthra[2,1,9-DEF:6,5,10-D'E'F']diisoquinoline-1,3,8,10(2H,9H)-tetraone